(R)-3-(3-fluoro-4-(6-(2-vinyl-2H-tetrazol-5-yl)pyridin-3-yl)phenyl)-5-(1-hydroxyethyl)oxazolidin-2-one phosphate P(=O)(O)(O)O.FC=1C=C(C=CC1C=1C=NC(=CC1)C=1N=NN(N1)C=C)N1C(O[C@H](C1)C(C)O)=O